tert-butyl (S)-2-((methylsulfonyl)oxy)propanoate CS(=O)(=O)O[C@H](C(=O)OC(C)(C)C)C